(2S)-7-methyl-6-(pyrimidin-2-yl)-3,4-dihydro-1H-spiro[1,8-naphthyridine-2,3'-pyrrolidine] CC1=C(C=C2CC[C@]3(CNCC3)NC2=N1)C1=NC=CC=N1